O1COC2=C1C=CC(=C2)CC(C)N(C(=O)SCC)C N-[1-(2H-1,3-benzodioxol-5-yl)propan-2-yl]-N-methylethylsulfanyl-formamide